1-(2-(4-Morpholinyl)ethyl)-2-(3-nitrobenzoylamino)benzimidazole N1(CCOCC1)CCN1C(=NC2=C1C=CC=C2)NC(C2=CC(=CC=C2)[N+](=O)[O-])=O